BrC=1C=C(C2=C(NC(=N2)C(=O)OC)C1)F Methyl 6-bromo-4-fluoro-1H-benzo[d]imidazole-2-carboxylate